C(C)(C)NC(=O)NCCCCCCCCO N-isopropyl-N'-(hydroxyoctyl)-urea